BrC1=NN(C=N1)C1CC2(CN(C2)C(=O)N2CC(C2)OCC2=CC=C(C=C2)C(F)(F)F)C1 (6-(3-bromo-1H-1,2,4-triazol-1-yl)-2-azaspiro[3.3]heptan-2-yl)(3-((4-(trifluoromethyl)benzyl)oxy)azetidin-1-yl)methanone